CN(C1CC2(CN(C2)C(=O)C=2C=NC=CC2)C1)C=1C2=C(N=CN1)NC=C2 (6-(methyl(7H-pyrrolo[2,3-d]pyrimidin-4-yl)amino)-2-azaspiro[3.3]heptan-2-yl)(pyridin-3-yl)methanone